N-Ethyl-N-methylacetamide C(C)N(C(C)=O)C